C1=CC=C(C=C1)CCCNC(=O)CC#N 2-cyano-N-(3-phenylpropyl)acetamide